ClC=1C(=NN(C1C(=O)OCC)C)N(C)C ethyl 4-chloro-3-(dimethylamino)-1-methyl-1H-pyrazole-5-carboxylate